(2S,4R)-tert-butyl 2-((6-bromopyrazin-2-yl)carbamoyl)-4-fluoro-4-methylpyrrolidine-1-carboxylate BrC1=CN=CC(=N1)NC(=O)[C@H]1N(C[C@](C1)(C)F)C(=O)OC(C)(C)C